N=1C=CN2C1C=C(C=C2)COC2=CC=C(C=N2)CC2=NOC(=C2)C=2C(=NC=CC2)N 3-(3-((6-(imidazo[1,2-a]pyridin-7-ylmethoxy)pyridin-3-yl)methyl)isoxazol-5-yl)pyridin-2-amine